N,N-Bis(2-hydroxyethyl)-β-alanine 4-hydroxybutyl ester OCCCCOC(CCN(CCO)CCO)=O